CC=1C=CC=C2C(=CNC12)SC#N 7-Methyl-3-thiocyano-1H-indole